6-(bromomethyl)-5-(trifluoromethyl)pyridazin-3(2H)-one BrCC=1C(=CC(NN1)=O)C(F)(F)F